C(=O)O.NC1=CN=NC2=CC(=CC=C12)C=1C(=CC(=C(C1)B(O)O)OC)N1N=CC(=C1)C(F)F [5-(4-AMINOCINNOLIN-7-YL)-4-[4-(DIFLUOROMETHYL)-1H-PYRAZOL-1-YL]-2-METHOXYPHENYL]BORONIC ACID FORMIC ACID SALT